manganese triazacyclononane N1NNCCCCCC1.[Mn]